C12(CC(C1)C2)C2=C1C=C(N=CC1=C(N=C2)NC)NC(=O)C2CC2 N-(5-(bicyclo[1.1.1]pent-1-yl)-8-(methylamino)-2,7-naphthyridin-3-yl)cyclopropanecarboxamide